[1,1,2,2,3,3-hexadeuterio-3-(p-tolylsulfonyloxy)propyl]2-ethyl-2-[[6-[[(1S,2S)-2-(hydroxymethyl)cyclopropyl]methoxy]-5-(3-methoxyazetidin-1-yl)pyridine-2-carbonyl]amino]butanoate [2H]C(C(C(OS(=O)(=O)C1=CC=C(C=C1)C)([2H])[2H])([2H])[2H])([2H])OC(C(CC)(NC(=O)C1=NC(=C(C=C1)N1CC(C1)OC)OC[C@@H]1[C@H](C1)CO)CC)=O